tert-butyl 5-(hydroxymethyl)isoindoline-2-carboxylate OCC=1C=C2CN(CC2=CC1)C(=O)OC(C)(C)C